[Cl-].O=C(CSC1=[NH+][C@H]2[C@@H](N1)CCCC2)N2CCSCC2 cis-2-((2-oxo-2-thiomorpholinoethyl)thio)-3a,4,5,6,7,7a-hexahydro-1H-benzo[d]imidazol-3-ium chloride